C(C)(=O)NC1(C2=CC=CC=C2C=2C=CC=CC12)C(=O)N1[C@H]([C@@H]2[C@H](C1)CCC2)C(=O)N[C@H](C[C@@H]2C(NCC2)=O)C(CO)=O (1R,3aR,6aS)-2-(9-acetamido-9H-fluorene-9-carbonyl)-N-((R)-4-hydroxy-3-oxo-1-((R)-2-oxopyrrolidin-3-yl)butan-2-yl)octahydrocyclopenta[c]pyrrole-1-carboxamide